4-(4-((2-(4-benzamidothiophen-2-yl)-4,4-dimethylcyclohex-1-en-1-yl)methyl)piperazin-1-yl)benzamide C(C1=CC=CC=C1)(=O)NC=1C=C(SC1)C1=C(CCC(C1)(C)C)CN1CCN(CC1)C1=CC=C(C(=O)N)C=C1